1-(2-(4'-Fluoro-2'-(4-methyl-4H-1,2,4-triazol-3-yl)-[1,1'-biphenyl]-3-yl)-7-(trifluoromethyl)benzo[d]oxazol-5-yl)-N-((1-(methoxymethyl)cyclopentyl)methyl)methanamine FC1=CC(=C(C=C1)C1=CC(=CC=C1)C=1OC2=C(N1)C=C(C=C2C(F)(F)F)CNCC2(CCCC2)COC)C2=NN=CN2C